O1C(CCCC1)N1N=CC(=C1)C1=NC2=CC=CC=C2N=C1 2-(1-tetrahydropyran-2-yl-pyrazol-4-yl)quinoxaline